C(C)OC(CC1=C2N(C=N1)C[C@@H](C2)F)=O 2-[(6R)-6-fluoro-6,7-dihydro-5H-pyrrolo[1,2-c]Imidazol-1-yl]Acetic acid ethyl ester